tert-butyl 3-[5-fluoro-6-(2-fluoro-3-hydroxy-1-naphthyl)-3,4-dimethyl-2,7-naphthyridin-1-yl]-3,8-diazabicyclo[3.2.1]octane-8-carboxylate FC1=C2C(=C(N=C(C2=CN=C1C1=C(C(=CC2=CC=CC=C12)O)F)N1CC2CCC(C1)N2C(=O)OC(C)(C)C)C)C